C(CCC)N(CCCC)CCCC.OCCS(=O)(=O)O 2-hydroxyethanesulfonic acid tributylamine salt